6,7-dicyclopropyl-1-(2,6-diethylphenyl)-4-((2S)-2-methyl-4-(2-propenoyl)-1-piperazinyl)pyrido[2,3-d]pyrimidin-2(1H)-one C1(CC1)C1=CC2=C(N(C(N=C2N2[C@H](CN(CC2)C(C=C)=O)C)=O)C2=C(C=CC=C2CC)CC)N=C1C1CC1